nickel quinoline N1=CC=CC2=CC=CC=C12.[Ni]